3-(4-(1,1-Dioxo-4-oxo-1,2,5-thiadiazolidin-2-yl)-3-fluoro-5-hydroxyphenyl)-N-isopentylpyrazolo[1,5-a]pyridine-5-carboxamide O=S1(N(CC(N1)=O)C1=C(C=C(C=C1O)C=1C=NN2C1C=C(C=C2)C(=O)NCCC(C)C)F)=O